9-ethyl-6,6-dimethyl-8-(4-morpholin-4-yl-piperidin-1-yl)-11-oxo-6,11-dihydro-5H-benzo[b]carbazole-3-carbonitrile, hydrochloride Cl.C(C)C1=CC2=C(C(C=3NC4=CC(=CC=C4C3C2=O)C#N)(C)C)C=C1N1CCC(CC1)N1CCOCC1